1-phenyl-6,7-dihydroxyisochroman C1(=CC=CC=C1)C1OCCC2=CC(=C(C=C12)O)O